C(C)(=O)C=1C(=NC(=CC1)N1C=NC2=C1C=C(C=C2)NC=2N=NC(=CC2)C)N2CC(C2)(C#N)C 1-[3-acetyl-6-[6-[(6-methylpyridazin-3-yl)amino]benzimidazol-1-yl]-2-pyridyl]-3-methyl-azetidine-3-carbonitrile